FC1=CC=CC=C1NS(NC1(CCC1)C)(=O)=O 2-fluoro-3-[(1-methylcyclobutyl)sulfamoylamino]Benzene